6-(3,3-Difluoro-1-((4-methyl-4H-1,2,4-triazol-3-yl)methyl)cyclobutyl)-isoindolin-1-one FC1(CC(C1)(CC1=NN=CN1C)C1=CC=C2CNC(C2=C1)=O)F